C(C)C1=C(C(=CC=C1)CC)N=CC(CC(=C)C)(C)C1=CC=C(C=C1)CC(C)C N-(2,6-diethylphenyl)-2-(4-isobutylphenyl)-2,4-dimethylpent-4-en-1-imine